O[C@@H]1CN(CC1)C1=CC=CC(=N1)C(=O)NC=1C=C2C(=NC1N1CCCCC1)N=C(O2)N2CCOCC2 (S)-6-(3-hydroxypyrrolidin-1-yl)-N-(2-morpholinyl-5-(piperidin-1-yl)oxazolo[4,5-b]pyridin-6-yl)pyridinecarboxamide